N-[3-[[5-cyclopropyl-2-[(1,2,3,4-tetrahydro-2-methyl-6-isoquinolinyl)amino]-4-pyrimidinyl]amino]propyl]-cyclobutanecarboxamide C1(CC1)C=1C(=NC(=NC1)NC=1C=C2CCN(CC2=CC1)C)NCCCNC(=O)C1CCC1